7-((3-(2,2-difluoro-7-azaspiro[3.5]nonan-7-yl)propyl)amino)thieno[3,2-b]pyridin FC1(CC2(C1)CCN(CC2)CCCNC2=C1C(=NC=C2)C=CS1)F